7-methyl-5-(3-methylisoxazol-5-yl)pyrazolo[1,5-a]Pyrimidine-3-carboxylic acid ethyl ester C(C)OC(=O)C=1C=NN2C1N=C(C=C2C)C2=CC(=NO2)C